FC1(CCN(CC1)C1=NC2=CC(=C(C=C2C(=N1)NC#N)OC)OCCCN1CCCC1)F N-(2-(4,4-difluoropiperidin-1-yl)-6-methoxy-7-(3-(pyrrolidin-1-yl)propoxy)quinazolin-4-yl)cyanamide